morpholin-4-yl 4-methoxyphenyl (morpholino) dithiophosphate P(=S)(SN1CCOCC1)(OC1=CC=C(C=C1)OC)ON1CCOCC1